Cl.Cl.N1(C=CC=C1)C1=C(C(=O)N)C=CC=N1 2-(1H-pyrrol-1-yl)nicotinamide dihydrochloride